NC1=C2N=CN(C2=NC(=N1)Cl)[C@H]1[C@@H]([C@@H]([C@H](O1)CO[C@@](C(=O)O)(CC1=CC=C(C=C1)C1=C(C=CC=C1)CC#N)C=1N=CSC1)O)O (S)-2-(((2R,3S,4R,5R)-5-(6-amino-2-chloro-9H-purin-9-yl)-3,4-dihydroxytetrahydrofuran-2-yl)methoxy)-3-(2'-(cyanomethyl)-[1,1'-biphenyl]-4-yl)-2-(thiazol-4-yl)propanoic acid